Cl.C(C)(C)N(CCC1=CNC2=CC=CC(=C12)OC(CCCC(=O)O)=O)C(C)C 5-((3-(2-(diisopropylamino)ethyl)-1H-indol-4-yl)oxy)-5-oxopentanoic acid HCl salt